2-(cyclopropylmethyl)-N,1-dimethyl-N-(pyridin-4-yl)-1,2,3,4-tetrahydroisoquinolin-7-amine hydrochloride Cl.C1(CC1)CN1C(C2=CC(=CC=C2CC1)N(C1=CC=NC=C1)C)C